Cl.ClC1=C(C=CC=C1[C@]1(NC(N(C(C1)=O)[C@H]1C[C@H](OCC1)C)=N)C)NC(=O)C=1C=NC=C(C1)C(F)(F)F |o1:15,17| N-(2-Chloro-3-{(4S)-2-imino-4-methyl-1-[(2R*,4R*)-2-methyl-tetrahydropyran-4-yl]-6-oxo-hexahydropyrimidin-4-yl}phenyl)-5-(trifluoromethyl)pyridine-3-carboxamide hydrochloride